Tetradec-13-yn-1-amine C(CCCCCCCCCCCC#C)N